2,2'-methylenebis[6-(1,1-dimethylethyl)-4-ethyl-3-methylphenol] C(C1=C(C(=CC(=C1C)CC)C(C)(C)C)O)C1=C(C(=CC(=C1C)CC)C(C)(C)C)O